C(C)(C)C1=C(C=CC=C1)C1N(CCN(C1=O)C1=CC=CC=C1)C1CC2(C1)CCN(CC2)C(=O)OC(C)(C)C tert-butyl 2-(2-(2-isopropylphenyl)-3-oxo-4-phenylpiperazin-1-yl)-7-azaspiro[3.5]nonane-7-carboxylate